C1OC=2C=C(C=CC2O1)C(C)=O 3',4'-(methylenedioxy)acetophenone